N-[3-fluoro-4-[(7-methoxy-1,5-naphthyridin-4-yl)oxy]phenyl]-5-(4-fluoro-2-methoxyphenyl)-4-hydroxy-2,6-dimethylpyridine-3-carboxamide FC=1C=C(C=CC1OC1=CC=NC2=CC(=CN=C12)OC)NC(=O)C=1C(=NC(=C(C1O)C1=C(C=C(C=C1)F)OC)C)C